C(#N)C=1SC(=CC1C(=O)NCC(F)(F)F)OC[C@H](C)N(S(=O)(=O)C(F)(F)F)COC 2-cyano-5-[(2S)-2-[methoxymethyl(trifluoromethylsulfonyl)amino]propoxy]-N-(2,2,2-trifluoroethyl)thiophene-3-carboxamide